C(C)OC(=O)C1=CN(C2=NC(=CC(=C2C1=O)C)Cl)C1=NC(=NS1)C=1C=NC=C(C1)C 7-chloro-5-methyl-1-[3-(5-methylpyridin-3-yl)-1,2,4-thiadiazol-5-yl]-4-oxo-1,4-dihydro-1,8-naphthyridine-3-carboxylic acid ethyl ester